NC=1C(=C2C(=NC1)C=CS2)NC2CCN(CC2)C(=O)OC(C)(C)C tert-Butyl 4-[(6-aminothieno[3,2-b]pyridin-7-yl)amino]piperidine-1-carboxylate